CC1(CC(CC(C1)(C)C)N=C=O)CN=C=O 3,5,5-trimethyl-1-isocyanato-3-isocyanatomethylcyclohexane